N1(CCNCC1)[C@@H]1CC[C@H](CC1)O trans-(1r,4r)-4-(piperazin-1-yl)cyclohexan-1-ol